(R)-1-(5,5-dimethylpyrrolidin-3-yl)-8-(2-((4-methyl-6-oxopyridazin-1(6H)-yl)methyl)thieno[3,2-b]pyridin-7-yl)-1,2,3,4-tetrahydroquinoline-6-carbonitrile, formic acid salt C(=O)O.CC1(C[C@H](CN1)N1CCCC2=CC(=CC(=C12)C1=C2C(=NC=C1)C=C(S2)CN2N=CC(=CC2=O)C)C#N)C